2-((3,4-Difluorophenyl)amino)-2-methylpropanenitrile FC=1C=C(C=CC1F)NC(C#N)(C)C